C(C1=CC=CC=C1)OC(=O)N1CCC(CC1)CN1[C@H](CN(C[C@H]1C)C(=O)OC(C)(C)C)C tert-butyl (3S,5R)-4-((1-((benzyloxy) carbonyl) piperidin-4-yl) methyl)-3,5-dimethylpiperazine-1-carboxylate